3-(dimethylamino)-1-(2-(4-fluorophenyl)-6,7-dihydropyrazolo[1,5-a]pyrazin-5(4H)-yl)propan-1-one CN(CCC(=O)N1CC=2N(CC1)N=C(C2)C2=CC=C(C=C2)F)C